CC(C(C)=O)=CCC=C(C)C 3,7-dimethyl-3,6-octadien-2-one